ClC1=C2CCCC(C2=CC(=C1OCCCl)Cl)C=1C=C2C(=NNC2=CC1)C(=O)NC 5-(5,7-dichloro-6-(2-chloroethoxy)-1,2,3,4-tetrahydronaphthalen-1-yl)-N-methyl-1H-indazole-3-carboxamide